4-((1-cyclopropyl-3-(tetrahydro-2H-pyran-4-yl)-1H-pyrazol-4-yl)oxy)-7-(4,4,5,5-tetramethyl-1,3,2-dioxaborolan-2-yl)quinoline C1(CC1)N1N=C(C(=C1)OC1=CC=NC2=CC(=CC=C12)B1OC(C(O1)(C)C)(C)C)C1CCOCC1